BrCCCCCCCC(=O)OCC ethyl 8-bromooctanoat